C(CCCCCCCCCCCCCCCCC)ON1C(CC(CC1(C)C)OC(OC1CC(N(C(C1)(C)C)OCCCCCCCCCCCCCCCCCC)(C)C)=O)(C)C bis(1-stearyloxy-2,2,6,6-tetramethylpiperidin-4-yl)carbonate